tert-butyl ((1R,3S)-3-aminocyclopentyl)(methyl)carbamate N[C@@H]1C[C@@H](CC1)N(C(OC(C)(C)C)=O)C